tert-Butyl 2-(3-fluoro-5-(piperidin-1-yl)pyridin-2-yl)-1H-indole-1-carboxylate FC=1C(=NC=C(C1)N1CCCCC1)C=1N(C2=CC=CC=C2C1)C(=O)OC(C)(C)C